OC(CC(=O)O)C (-)-beta-hydroxy-butanoic Acid